FC1=C(C=CC=C1NC(=O)C1=CC=C(C=N1)CN1[C@@H](CCCC1)C(=O)O)C1=C(C(=CC=C1)NC=1N=CC=C2C=C(C=NC12)CNCCO)C (S)-1-((6-((2-fluoro-3'-((3-(((2-hydroxyethyl)amino)methyl)-1,7-naphthyridin-8-yl)amino)-2'-methyl-[1,1-biphenyl]-3-yl)carbamoyl)pyridin-3-yl)methyl)piperidine-2-carboxylic acid